C1(CC1)OC1=NN(C=C1NC=1N=CC2=C(N1)N(C(=C2)C#N)[C@H]2COC[C@@H]2C)CS(=O)(=O)C 2-((3-cyclopropoxy-1-((methylsulfonyl)methyl)-1H-pyrazol-4-yl)amino)-7-((3r,4r)-4-methyltetrahydrofuran-3-yl)-7H-pyrrolo[2,3-d]pyrimidine-6-carbonitrile